C(C)OC(=O)C=1C(=NN2C1N=C(C=C2)N2[C@H]1CN([C@@H](C2)C1)C)C1=C(C=CC=C1)F 2-(2-fluorophenyl)-5-[(1R,4R)-5-methyl-2,5-diazabicyclo[2.2.1]heptan-2-yl]pyrazolo[1,5-a]pyrimidine-3-carboxylic acid ethyl ester